(R)-N-(3-(2-(3-(cyclopropylsulfonyl)-2-fluorophenylamino)-5-methylpyrimidin-4-yl)-1H-indol-7-yl)-2-(4-methylpiperazin-1-yl)propanamide C1(CC1)S(=O)(=O)C=1C(=C(C=CC1)NC1=NC=C(C(=N1)C1=CNC2=C(C=CC=C12)NC([C@@H](C)N1CCN(CC1)C)=O)C)F